O=C1NC(=NC2=CC=CC=C12)CCCC(=O)CC1=CC=C(C(=O)O)C=C1 4-(4-(4-oxo-3,4-dihydroquinazolin-2-yl)butyryl)methylbenzoic acid